1,4-bis(beta-hydroxyethylamino)-2-nitrobenzene OCCNC1=C(C=C(C=C1)NCCO)[N+](=O)[O-]